[OH-].C(C(=C)C)(=O)OOCC[N+](CCCS(=O)(=O)O)(C)C [2-(methacryloxyoxy)ethyl]dimethyl-(3-sulfopropyl)ammonium hydroxide